C(C)(=O)N1CC=2C3=C(C(NC2C(C1)(O)C(C)(C)C)=O)SC(=C3)C=3C=NN(C3)C3OCCCC3 2-acetyl-4-tert-butyl-4-hydroxy-8-(1-tetrahydropyran-2-ylpyrazol-4-yl)-3,5-dihydro-1H-thieno[2,3-c][1,6]naphthyridin-6-one